N-[5-[2-(2,2-dimethylmorpholin-4-yl)pyrimidin-5-yl]-4-fluoro-2-[(3R,5S)-3,4,5-trimethylpiperazin-1-yl]phenyl]-4-fluoro-2-(trifluoromethyl)benzamide CC1(CN(CCO1)C1=NC=C(C=N1)C=1C(=CC(=C(C1)NC(C1=C(C=C(C=C1)F)C(F)(F)F)=O)N1C[C@H](N([C@H](C1)C)C)C)F)C